C(C)(C)C1=C(NC2=CC=C(C=C12)C=1C=C(C(=O)NC2CCN(CC2)C(C)C)C=CC1)C1=CC(=NC=C1)C 3-(3-isopropyl-2-(2-methylpyridin-4-yl)-1H-indol-5-yl)-N-(1-isopropylpiperidin-4-yl)benzamide